1-(cyclopropylmethyl)-7-methoxy-4-[3-[2-(sulfamylamino)ethyl]Azetidin-1-yl]Quinazoline C1(CC1)CN1CN=C(C2=CC=C(C=C12)OC)N1CC(C1)CCNS(N)(=O)=O